(R)-N-(5-cyano-4-((1-(methylthio)propan-2-yl)amino)pyridin-2-yl)-7-formyl-6-((2-oxopyrrolidine-1-yl)methyl)-3,4-dihydro-1,8-naphthyridine-1(2H)-carboxamide C(#N)C=1C(=CC(=NC1)NC(=O)N1CCCC2=CC(=C(N=C12)C=O)CN1C(CCC1)=O)N[C@@H](CSC)C